The molecule is a heptadecenoic acid in which the double bond is located at the 9-10 position and has Z configuration. It has a role as a fungal metabolite and an antifungal agent. It is a heptadecenoic acid and a straight-chain fatty acid. It is a conjugate acid of a (9Z)-heptadecenoate. CCCCCCC/C=C\\CCCCCCCC(=O)O